C1(=CC=CC=C1)P(=[Se])(C1=CC=CC=C1)[N-]P(=[Se])(C1=CC=CC=C1)C1=CC=CC=C1 N,N-bis(diphenylselenophosphoryl)amide